C1(=CC=C(C=C1)N(C1=CC=CC=2C(C3=C(C=C(C=C3C12)C(C)(C)C)C(C)(C)C)(C)C)C1=CC=2C(C3=CC=CC=C3C2C=C1)(C)C)C1=CC=CC=C1 N-{[1,1'-biphenyl]-4-yl}-6,8-di-tert-butyl-N-(9,9-dimethyl-9H-fluoren-2-yl)-9,9-dimethyl-9H-fluoren-4-amine